OC1=C(C(=CC(=C1O)OC)C)C(C)=O 1-(2,3-Dihydroxy-4-methoxy-6-methylphenyl)-ethanon